(E)-2-(3-(2-(4-amino-4-oxobut-2-enoyl)hydrazineyl)-3-oxopropyl)-N-(1-(2-(1-methyl-1H-pyrazol-4-yl)quinolin-4-yl)cyclopropyl)benzamide NC(/C=C/C(=O)NNC(CCC1=C(C(=O)NC2(CC2)C2=CC(=NC3=CC=CC=C23)C=2C=NN(C2)C)C=CC=C1)=O)=O